ClC1=C(N(N=C1C(F)(F)F)C1=CC(=CC=C1)C(N(C)C1=CC2=C(OC(O2)(F)F)C=C1)=O)OCC1=CC=C(C(=O)O)C=C1 4-[[4-chloro-2-[3-[(2,2-difluoro-1,3-benzodioxol-5-yl)-methyl-carbamoyl]phenyl]-5-(trifluoromethyl)pyrazol-3-yl]oxymethyl]benzoic acid